N-(4-hydroxyphenylethyl)cinnamamide OC1=CC=C(C=C1)CCNC(C=CC1=CC=CC=C1)=O